4-(((Z)-5-((Z)-5-fluoro-2-oxoindoline-3-ylidene)-3-(4-fluorophenyl)-4-oxothiazolidin-2-ylidene)amino)benzenesulphonamide FC=1C=C2/C(/C(NC2=CC1)=O)=C/1\C(N(/C(/S1)=N/C1=CC=C(C=C1)S(=O)(=O)N)C1=CC=C(C=C1)F)=O